FC(C)(F)C1=CC(=C2CN(C(N(C2=C1)C)=O)C)C=1C=CC=C2C=C(N=CC12)C=1C=CC(=NC1)C(=O)NCC#CC1=CC=C2C=NN(C2=C1)C1C(NC(CC1)=O)=O 5-(8-(7-(1,1-difluoroethyl)-1,3-dimethyl-2-oxo-1,2,3,4-tetrahydroquinazolin-5-yl)isoquinolin-3-yl)-N-(3-(1-(2,6-dioxopiperidin-3-yl)-1H-indazol-6-yl)prop-2-yn-1-yl)picolinamide